ClC=1C=CC2=C(N(CC(O2)C(=O)NC23CC(C2)(C3)NC(COC3=CC(=C(C=C3)Cl)F)=O)C(C3=CC(=CC=C3)C(F)(F)F)=O)C1 6-chloro-N-{3-[2-(4-chloro-3-fluorophenoxy)acetamido]bicyclo[1.1.1]pent-1-yl}-4-[3-(trifluoromethyl)benzoyl]-3,4-dihydro-2H-1,4-benzoxazine-2-carboxamide